6-(4-((2-(4-(2-Cyanoacetyl)piperazin-1-yl)-5-oxo-5,6-dihydropyrimido[4,5-d]pyridazin-4-yl)amino)phenyl)-6-azaspiro[2.5]octan C(#N)CC(=O)N1CCN(CC1)C=1N=C(C2=C(C=NNC2=O)N1)NC1=CC=C(C=C1)N1CCC2(CC2)CC1